ClC1=CC=C(C=C1)C=1CC=C(N2C1C1=CC=CC=C1C=C2)C(C2=CC=CC=C2)=O 1-(4-chlorophenyl)-4-benzoyl-2H-pyrido[2,1-a]isoquinoline